NC=1C=CC(=NC1)OC=1C=C(C=CC1C)NC(OC(C)(C)C)=O tert-butyl (3-((5-aminopyridin-2-yl)oxy)-4-methylphenyl)carbamate